FC=1C=2C=3C=CC(=C(OCCCC(OC4=CC(=CC(NC(=NC1)C2)=N4)CS(=O)(=N)C)C)C3)F 3,20-difluoro-14-methyl-10-[(S-methylsulfonimidoyl)methyl]-13,18-dioxa-5,7,24-triazatetracyclo[17.3.1.12,6.18,12]pentacosa-1(23),2(25),3,5,8(24),9,11,19,21-nonaene